6-bromo-3-(3-(oxazol-2-yl)benzyl)quinazolin-4(3H)-one BrC=1C=C2C(N(C=NC2=CC1)CC1=CC(=CC=C1)C=1OC=CN1)=O